C(C)N1CCN(CC1)C(C[C@H](C(=O)N[C@@H](CCCC1=CC=CC=C1)B(O)O)NC(=O)C1=NC=CN=C1)=O ((R)-1-((R)-4-(4-ethylpiperazin-1-yl)-4-oxo-2-(pyrazine-2-carboxamido)butanamido)-4-phenylbutyl)boronic acid